[I-].C(=O)(O)CCCCC[N+]1=C(C(C=2C3=C(C=CC12)C=CC=C3)(C)C)C 3-(5-carboxypentyl)-1,1,2-trimethyl-1H-benzo[e]indol-3-ium iodide